N-((2-fluoro-5-methoxybenzyl)oxy)-6-(6-(trifluoromethoxy)pyridin-3-yl)pyrazine-2-carboxamide FC1=C(CONC(=O)C2=NC(=CN=C2)C=2C=NC(=CC2)OC(F)(F)F)C=C(C=C1)OC